ethylenebis-montanic acid amide C(CCCCCCCCCCCCCCCCCCCCCCCCCCCCC(=O)N)CCCCCCCCCCCCCCCCCCCCCCCCCCCC(=O)N